CN(C([C@H](CC(=O)O)NC(=O)OCC1C2=CC=CC=C2C=2C=CC=CC12)=O)C (3S)-4-(dimethylamino)-3-(9H-fluoren-9-ylmethoxycarbonyl-amino)-4-oxobutanoic acid